N1C=NC=C1C(CC)N1C(N=C(C2=CC=C(C=C12)C(F)(F)F)N(C)C)=O 1-(1-(1H-imidazol-5-yl)propyl)-4-(dimethylamino)-7-(trifluoromethyl)quinazolin-2(1H)-one